2,2'-((((((2-Acetylnaphtho[2,3-b]furan-4,9-diyl)bis(oxy))bis(carbonyl))bis(azanediyl))bis(ethane-2,1-diyl))bis(azanediyl))diacetic Acid dihydrochloride Cl.Cl.C(C)(=O)C1=CC2=C(O1)C(=C1C=CC=CC1=C2OC(=O)NCCNCC(=O)O)OC(=O)NCCNCC(=O)O